FC(C(=O)N(C)OC)(C)C 2-fluoro-N-methoxy-N,2-dimethylpropanamide